5-chloro-4-(2-methylpiperazin-1-yl)-2-(4-pyridinyl)-1H-pyrimidin-6-one ClC1=C(N=C(NC1=O)C1=CC=NC=C1)N1C(CNCC1)C